ClC1=CC=C2C(=CNC2=C1)S(=O)(=O)NC1=NC=C(C(=N1)OC)CC(CF)F 6-chloro-N-[5-(2,3-difluoropropyl)-4-methoxy-pyrimidin-2-yl]-1H-indole-3-sulfonic acid amide